ClC1=NC=C(C(=N1)N1CC2(C3=NC=CC=C31)CC2)C(=O)OC(C)C isopropyl 2-chloro-4-(spiro(cyclopropane-1,3'-pyrrolo[3,2-b]pyridin)-1'(2'H)-yl)pyrimidine-5-carboxylate